Cl.NC1[C@@H]2CN(C[C@H]12)C1=CC=C(C=N1)C=1C=2N(C=C(C1)OCC)N=CC2C#N 4-(6-((1R,5S,6r)-6-amino-3-azabicyclo[3.1.0]hexan-3-yl)pyridin-3-yl)-6-ethoxypyrazolo[1,5-a]pyridine-3-carbonitrile hydrochloride